C(C)OC(=O)N1C(CNCC1)C(=O)C=1C(=CC=2N(N1)C(=CN2)C2=CC=NC1=CC=CC=C21)C2=CC=C(C=C2)N2CCNCC2 (7-(4-(piperazin-1-yl)phenyl)-3-(quinolin-4-yl)imidazo[1,2-b]pyridazine-6-carbonyl)piperazine-1-carboxylic acid ethyl ester